(E)-8-dodecene CCCCCCC\C=C\CCC